C(CCC)OC1=CC=C(C=C1)C(C1OC(C2=C(C=C(C=C12)C)C)=O)O 3-((4-butoxyphenyl)(hydroxy)methyl)-5,7-dimethylisobenzofuran-1(3H)-one